C=C(C(=O)[O-])CC1=CC(=C(C(=C1)C(C)(C)C)O)C(C)(C)C methylene(3,5-di(t-butyl)-4-hydroxyhydrocinnamate)